α-methyl-2-vinylnaphthalene CC1=C(C=CC2=CC=CC=C12)C=C